p-formyl-aniline C(=O)C1=CC=C(N)C=C1